O([As]1C2=CC=CC=C2OC=2C=CC=CC12)[As]1C2=CC=CC=C2OC=2C=CC=CC12 10,10'-OxybisphenoxArsin